C[Si](C(OC1=C(C=CC=C1)C=1C(=NC=CN1)N)OCC)(C)C (2-(trimethyl-silyl-(ethoxy)-methoxy)phenyl)pyrazin-2-amine